BOC-aminothioXin C(=O)(OC(C)(C)C)C1=C(OSC=C1)N